octacene C1=CC=CC2=CC3=CC4=CC5=CC6=CC7=CC8=CC=CC=C8C=C7C=C6C=C5C=C4C=C3C=C12